(3-fluoro-4-formylphenyl)boric acid FC=1C=C(C=CC1C=O)OB(O)O